COC1SCC(=C1C(=O)N)C(=O)N methoxy-2,5-dihydrothiophene-3,4-dicarboxamide